(R)-5-[1,2]dithiolan-3-yl-pentanoic acid (2-hydroxy-ethoxy)-amide OCCONC(CCCC[C@H]1SSCC1)=O